1-((but-3-en-1-yl)-5-chloro-1H-indol-3-yl)ethan-1-one C(CC=C)N1C=C(C2=CC(=CC=C12)Cl)C(C)=O